2-[2-(1-chlorocyclopropyl)-3-(2-chlorophenyl)-2-hydroxypropyl]-1,2,4-triazole-3-thione ClC1(CC1)C(CN1NC=NC1=S)(CC1=C(C=CC=C1)Cl)O